6-benzyl-8-cyclopentyl-2-[5-(2-methoxy-ethylamino)-pyridin-2-ylamino]-8H-pyrido[2,3-d]Pyrimidin-7-one C(C1=CC=CC=C1)C1=CC2=C(N=C(N=C2)NC2=NC=C(C=C2)NCCOC)N(C1=O)C1CCCC1